C1(\C=C/CCCCC1)C(=O)OCC ethyl (Z)-cyclooct-2-ene-1-carboxylate